COC(\C=C\C1=C(NC2=C(C=C(C=C12)F)F)C1=CC=C(C=C1)C#N)=O (E)-3-[2-(4-cyanophenyl)-5,7-difluoro-1H-indol-3-yl]prop-2-enoic acid methyl ester